1'-(4-chlorobenzoyl)-1-methyl-2-oxo-spiro[indoline-3,4'-piperidine]-5-carboxylic acid ClC1=CC=C(C(=O)N2CCC3(CC2)C(N(C2=CC=C(C=C23)C(=O)O)C)=O)C=C1